C1(=CC=CC=C1)[C@@H](C)N[C@H]1CC\C=C/CC[C@@H]1O (1S,8S,Z)-8-(((R)-1-phenylethyl)amino)cyclooct-4-en-1-ol